2-(2-(4-fluorophenyl)-1H-pyrrolo-[2,3-b]pyridin-5-yl)-N-(2,2,2-trifluoroethyl)thiazole-5-carboxamide FC1=CC=C(C=C1)C1=CC=2C(=NC=C(C2)C=2SC(=CN2)C(=O)NCC(F)(F)F)N1